CC1=CC=C(O1)C=NN1C=NN=C1 1-(5-methylfuran-2-yl)-N-(4H-1,2,4-triazol-4-yl)methanimine